C(CCC1=C(C=CC(=C1)C)S(=O)(=O)O)C1=C(C=CC(=C1)C)S(=O)(=O)O.CC(CC(=O)N1CC2=C(CCC1)NN=C2C(=O)N2CCC(CC2)C2=C(C=CC=C2)C(F)(F)F)C 3-methyl-1-(3-(4-(2-(trifluoromethyl)phenyl)piperidine-1-carbonyl)-4,6,7,8-tetrahydropyrazolo[4,3-c]azepin-5(1H)-yl)butan-1-one Propane-1,3-diylbis(4-methylbenzenesulfonate)